C(C)(=O)C1=COC=C1C(C)=O 3,4-diacetylfuran